N(=[N+]=[N-])C[C@H]1N(C[C@@H](C1)O)C(=O)OC(C)(C)C tert-butyl (2S,4R)-2-(azidomethyl)-4-hydroxy-pyrrolidine-1-carboxylate